N-butylsulfonate pyridinium hydrogensulfate C1=CC=[N+](C=C1)CCCCS(=O)(=O)O.OS(=O)(=O)[O-]